2-isopropyl-5-[(E)-2-phenylethenyl]benzene-1,3-diol C(C)(C)C1=C(C=C(C=C1O)\C=C\C1=CC=CC=C1)O